ClC1=C(C(=CC2=C1NC1=C(CC2)C=CC=C1)C1=CC(=C(C=C1)Cl)Cl)NCCNC(OC(C)(C)C)=O tert-Butyl 2-(4-chloro-2-(3,4-dichlorophenyl)-10,11-dihydro-5H-dibenzo[b,f]azepin-3-ylamino)ethylcarbamate